C(C)(C)(C)OC(=O)[C@@H]1N[C@H]([C@]([C@H]1C1=CC(=CC=C1)F)(C#N)C1=C(C=C(C=C1)Cl)F)CC(C)(C)C (2R,3R,4R,5S)-4-(4-chloro-2-fluorophenyl)-3-(3-fluorophenyl)-4-cyano-5-neopentylpyrrolidine-2-carboxylic acid tert-butyl ester